[Br-].C(C)(C)[N+](C)(C)C(C)C diisopropyldimethyl-ammonium bromide